5-cyclopropyl-2-[5-(ethylsulfonyl)-6-[4-ethyl-6-(trifluoromethyl)pyrrolo[3,2-b]pyridin-2-yl]pyridin-3-yl]pyrimidine C1(CC1)C=1C=NC(=NC1)C=1C=NC(=C(C1)S(=O)(=O)CC)C=1C=C2N(C=C(C=C2N1)C(F)(F)F)CC